ethyl 1-isopropyl-3-(4-methoxyphenyl)-2,4-dioxo-1,2,3,4-tetrahydropyrimidine-5-carboxylate C(C)(C)N1C(N(C(C(=C1)C(=O)OCC)=O)C1=CC=C(C=C1)OC)=O